bis[2,3-bis(4-fluorophenyl)quinoxaline] iridium [Ir].FC1=CC=C(C=C1)C1=NC2=CC=CC=C2N=C1C1=CC=C(C=C1)F.FC1=CC=C(C=C1)C1=NC2=CC=CC=C2N=C1C1=CC=C(C=C1)F